2-amino-N-((R)-1-((R)-3-benzyl-3-(1,2,2-trimethylhydrazinecarbonyl)piperidin-1-yl)-3-(1H-indol-3-yl)-1-oxopropan-2-yl)-2-methylpropanamide hydrochloride Cl.NC(C(=O)N[C@@H](C(=O)N1C[C@](CCC1)(C(=O)N(N(C)C)C)CC1=CC=CC=C1)CC1=CNC2=CC=CC=C12)(C)C